5-chloro-7-(4-chloro-2-fluoro-phenyl)-2-methylsulfanyl-thiazolo[4,5-d]pyrimidine ClC=1N=C(C2=C(N1)N=C(S2)SC)C2=C(C=C(C=C2)Cl)F